OC1C(COCC1)NC(=O)C1=CC2=C(C=N1)C(=NN2CC(F)(F)F)C2=CN=C1N2C=C(C=C1F)F 3-(6,8-Difluoro-imidazo[1,2-a]pyridin-3-yl)-1-(2,2,2-trifluoro-ethyl)-1H-pyrazolo[4,3-c]pyridine-6-carboxylic acid (4-hydroxy-tetrahydro-pyran-3-yl)-amide